2-Methoxyethanol holmium [Ho].COCCO